(S)-N-(sec-butyl)-3-(4-fluorophenyl)-1-methyl-4-(phenylsulfonamido)-1H-pyrazole-5-carboxamide [C@H](C)(CC)NC(=O)C1=C(C(=NN1C)C1=CC=C(C=C1)F)NS(=O)(=O)C1=CC=CC=C1